[2-(1-benzofuran-3-yl)-6-ethyl-5-{4-[(5-hydroxy-6-methyl-4-pyrimidinyl)carbonyl]-1-piperazinyl}-4-oxo-1,3,3a,7-tetraaza-7-indenyl]acetamide O1C=C(C2=C1C=CC=C2)C=2N=C1N(C(=C(C(N1N2)=O)N2CCN(CC2)C(=O)C2=NC=NC(=C2O)C)CC)CC(=O)N